1-(4-((6-(4-Isopropylpiperidin-1-yl)-2-methylpyridin-3-yl)amino)benzyl)urea C(C)(C)C1CCN(CC1)C1=CC=C(C(=N1)C)NC1=CC=C(CNC(=O)N)C=C1